(Z)-2-cyano-3-(2,4-dihydroxy-5-nitrophenyl)-N,N-diethyl-3-hydroxyacrylamide C(#N)/C(/C(=O)N(CC)CC)=C(/O)\C1=C(C=C(C(=C1)[N+](=O)[O-])O)O